NCCNC(CNC(OCC1=CC=CC=C1)=O)=O benzyl {2-[(2-aminoethyl)amino]-2-oxoethyl}carbamate